CC(C(C)C)N1N=CC(=C1C)C(=O)N(C1=CN=NC=C1)C 1-(1,2-dimethylpropyl)-N,5-di-methyl-N-pyridazin-4-yl-pyrazole-4-carboxamide